S1C=C(C=C1)CCC(=O)[O-] 3-thiophenepropionate